5-nitro-3-pyrazolecarboxylic acid [N+](=O)([O-])C1=CC(=NN1)C(=O)O